(R/S)-(7-ethoxyquinolin-8-yl)(6-((5-(trifluoromethyl)pyridin-2-yl)oxy)-2-azabicyclo[2.2.1]heptan-2-yl)methanone C(C)OC1=CC=C2C=CC=NC2=C1C(=O)N1[C@H]2C(CC(C1)C2)OC2=NC=C(C=C2)C(F)(F)F |r|